2-methyl-6-ethyldecane-3,5-dione CC(C)C(CC(C(CCCC)CC)=O)=O